(R)-2-amino-5-(2-chloro-4-fluorophenyl)-4-oxo-4,5-dihydrofuran-3-yl-5-d phenylmethanesulfonate C1(=CC=CC=C1)CS(=O)(=O)OC1=C(O[C@](C1=O)([2H])C1=C(C=C(C=C1)F)Cl)N